5-((R)-2-((3-((2S,6R)-4-(5-cyclopropylpyrimidin-2-yl)-2,6-dimethylpiperazin-1-yl)-3-oxopropoxy)methyl)pyrrolidin-1-yl)-4-(trifluoromethyl)pyridazin-3(2H)-one C1(CC1)C=1C=NC(=NC1)N1C[C@@H](N([C@@H](C1)C)C(CCOC[C@@H]1N(CCC1)C1=C(C(NN=C1)=O)C(F)(F)F)=O)C